OC=1C=C(C=CC1O)CCNCCC1=CC(O)=C(O)C=C1 3,4-dihydroxyphenyl-ethyl-(dopamine)